CN1C[C@H](CC1=O)OC(=O)N1CCN(CC1)C1=NC=2N(C=C1F)N=CC2C=2C(=NC=CC2)OC2CCOCC2 [(3S)-1-methyl-5-oxo-pyrrolidin-3-yl]-4-[6-fluoro-3-(2-tetrahydropyran-4-yloxy-3-pyridyl)pyrazolo[1,5-a]pyrimidin-5-yl]piperazine-1-carboxylate